4-(2-(5-nitrofuran-2-yl)vinyl)quinoline [N+](=O)([O-])C1=CC=C(O1)C=CC1=CC=NC2=CC=CC=C12